(S or R)-2-(6-methylpyridin-3-yl)-N-((R)-phenyl((R)-1,2,3,4-tetrahydropyrido[2,3-b]pyrazin-3-yl)methyl)propan-1-amine CC1=CC=C(C=N1)[C@@H](CN[C@@H]([C@H]1CNC2=C(N1)N=CC=C2)C2=CC=CC=C2)C |o1:7|